[Si](C)(C)(C(C)(C)C)O[C@@H]1C[C@H](CNC1)N1N=C(C=2C1=NC=NC2N)C2=CC=C(C=C2)OC2=CC=CC=C2 1-((3R,5R)-5-((tert-butyldimethylsilyl)oxy)piperidin-3-yl)-3-(4-phenoxyphenyl)-1H-pyrazolo[3,4-d]pyrimidin-4-amine